2-[4-[6-[5-(5-chloro-2-fluoro-phenyl)-1H-imidazol-4-yl]-1,5-naphthyridin-3-yl]pyrazol-1-yl]ethanamine ClC=1C=CC(=C(C1)C1=C(N=CN1)C=1N=C2C=C(C=NC2=CC1)C=1C=NN(C1)CCN)F